N1=NC=CC2=C(C=CC=C12)N1CCS(CC1)(=O)NC(OC(C)(C)C)=O tert-butyl N-(4-cinnolin-5-yl-1-oxo-1,4-thiazinan-1-yl)carbamate